2-amino-2-(2-(benzylamino)ethyl)-6-boronohexanoic acid NC(C(=O)O)(CCCCB(O)O)CCNCC1=CC=CC=C1